BrC1=C(C=C(C(=C1)F)C(F)(F)F)OC1=C(C(=C(C=C1)F)F)OC 1-bromo-2-(3,4-difluoro-2-methoxy-phenoxy)-5-fluoro-4-(trifluoromethyl)benzene